CC1OCCC1OC1=NN=C(S1)N 5-((2-methyltetrahydrofuran-3-yl)oxy)-1,3,4-thiadiazol-2-amine